C(CCCCC)C(CCCCCCCC)OC(CCCCCN1[C@@H](C[C@@H](C1)O)C(=O)OCCCCCCCC(=O)OC(CCCCCCCC)CCCCCCCC)=O [8-(1-octylnonoxy)-8-oxo-octyl] (2S,4S)-1-[6-(1-hexylnonoxy)-6-oxo-hexyl]-4-hydroxy-pyrrolidine-2-carboxylate